OCC1CCN(CC1)C1=CC2=C(CC(O2)(C)C(C)(C)O)C=C1NC(=O)C=1C=NN2C1N=CC=C2 N-(6-(4-(hydroxymethyl)piperidin-1-yl)-2-(2-hydroxypropan-2-yl)-2-methyl-2,3-dihydrobenzofuran-5-yl)pyrazolo[1,5-a]pyrimidine-3-carboxamide